BrC=1C=NN(C1N1CCOCC1)C(C)C (4-Bromo-1-isopropyl-1H-pyrazol-5-yl)(morpholin)